C(CCCCCCCCCCCCCCCCC)(=O)C(O)[C@H](N)[C@H](O)\C=C\CCCCCCCCCCCCC Stearoyl-sphingosine